CN(CCC(=O)O)C 3-(dimethylamino)-propanoic acid